N[C@H](C(=O)N)CC1=CSC2=C1C=CC=C2 (S)-2-amino-3-(3-benzothienyl)propanamide